C(C)S(=O)(=O)C=1C(=C(N)C=CC1)F 3-(ethylsulfonyl)-2-fluoroaniline